7-O-benzyl 2-O-ethyl 6,8-dihydro-5H-[1,2,4]triazolo[1,5-a]pyrazine-2,7-dicarboxylate N=1C(=NN2C1CN(CC2)C(=O)OCC2=CC=CC=C2)C(=O)OCC